C(C)(C)(C)OC(NC1(CCN(CC1)C1CC1)CO)=O (1-cyclopropyl-4-(hydroxymethyl)piperidin-4-yl)carbamic acid tert-butyl ester